O1-benzyl O4-tert-butyl (2S)-2-(cyanomethyl)piperazine-1,4-dicarboxylate C(#N)C[C@@H]1N(CCN(C1)C(=O)OC(C)(C)C)C(=O)OCC1=CC=CC=C1